N[C@H](C(=O)O)C (2S)-2-aminopropionic acid